ClC=1C=C(C=CC1)C=1C=C(C=NC1)C(=O)NC1=C(C=CC(=C1)C(N[C@@H]1[C@H](CCCC1)O)=O)C 5-{3-chlorophenyl}-N-{5-{[(1S,2S)-2-hydroxycyclohexyl]carbamoyl}-2-methylphenyl}pyridine-3-carboxamide